C(C)(C)(C)C1C=2C=C(C(N(C2C2=C(C1)N1C(=N2)C(=CC(=C1)Cl)C(F)(F)F)C)=O)C(=O)OC methyl 5-(tert-butyl)-9-chloro-1-methyl-2-oxo-11-(trifluoromethyl)-1,2,5,6-tetrahydropyrido[2',1':2,3]imidazo[4,5-h]quinoline-3-carboxylate